(S)-3-(3-(4-hydroxy-1-methyl-2-oxo-1,2-dihydropyridin-3-yl)ureido)-3-(4-(4-methylbenzyl)phenyl)propanoic acid OC1=C(C(N(C=C1)C)=O)NC(N[C@@H](CC(=O)O)C1=CC=C(C=C1)CC1=CC=C(C=C1)C)=O